(1S,2R)-1,2-cyclohexanediamine [C@H]1([C@@H](CCCC1)N)N